(2R,3S,4R,5R)-4-allyl-5-(3-benzoyl-2,4-dioxo-3,4-dihydropyrimidin-1(2H)-yl)-2-((E)-2-(dimethoxyphosphoryl)vinyl)-tetrahydrofuran-3-yl(2-cyanoethyl)diisopropylphosphoramidite C(C=C)[C@@H]1[C@@H]([C@H](O[C@H]1N1C(N(C(C=C1)=O)C(C1=CC=CC=C1)=O)=O)\C=C\P(=O)(OC)OC)OP([O-])N(C(C)(C)CCC#N)C(C)C